5,6-Dihydro-β,β-carotene-3,3',5-triol CC1=C(C(CC(C1)O)(C)C)/C=C/C(=C/C=C/C(=C/C=C/C=C(\C)/C=C/C=C(\C)/C=C/C2C(CC(CC2(C)O)O)(C)C)/C)/C